C(C)OC(=O)C=1OC2=C(C1C)C=C(C=C2)S(N(CCC2=CC=CC=C2)C2=CC(=CC=C2)N2CCN(CC2)C)(=O)=O 3-Methyl-5-(N-(3-(4-methylpiperazin-1-yl)phenyl)-N-phenethylsulfamoyl)benzofuran-2-carboxylic acid ethyl ester